NC1=NC(=C(C=C1C=1C=C2C=CNC(C2=CC1F)=O)C1=CC=C(C=C1)N1CCN(CC1)CC1CC1)F 6-(2-amino-5-(4-(4-(cyclopropylmethyl)piperazin-1-yl)phenyl)-6-fluoropyridin-3-yl)-7-fluoroisoquinolin-1(2H)-one